FC=1C(=CC=2N(C1)N=C(C2)C(=O)NC2(CCS(CC2)(=O)=O)C)OC2=NC=C(C=C2OCC(F)(F)F)F 6-Fluoro-5-((5-fluoro-3-(2,2,2-trifluoroethoxy)pyridin-2-yl)oxy)-N-(4-methyl-1,1-dioxidotetrahydro-2H-thiopyran-4-yl)pyrazolo[1,5-a]pyridine-2-carboxamide